FC1=C(C=CC=C1)C1=NN(C=C1C1=NC=NC2=CC(=C(C=C12)NC(=O)C12CN(CC2C1)C)OC)C N-(4-(3-(2-fluorophenyl)-1-methyl-1H-pyrazol-4-yl)-7-methoxyquinazolin-6-yl)-3-methyl-3-azabicyclo[3.1.0]hexane-1-carboxamide